C(CCCCCCCC)(=O)O.OCC(=O)[C@H](O)[C@H](O)[C@H](O)CO psicose pelargonate